COC1=CC=C(CN(C=2C(=C(C=CC2)NCCCCNC(OC(C)(C)C)=O)[N+](=O)[O-])C)C=C1 tert-butyl (4-((3-((4-methoxybenzyl)(methyl)amino)-2-nitrophenyl)amino)butyl)carbamate